O(C1=CC=CC=C1)CC1=CC=C(C=C1)C1=NOC(=N1)C1=CC2=C(N(N=N2)C(C)C)C=C1 5-{3-[4-(phenoxy-methyl)phenyl]-1,2,4-oxadiazol-5-yl}-1-(propan-2-yl)-1H-1,2,3-benzotriazole